(dl)-1-bromo-3-chloro-5-(trifluoromethyl)benzene BrC1=CC(=CC(=C1)C(F)(F)F)Cl